FC(C1=CC=C(C=C1)NC=1C(=NC=CN1)NC1CC(C1)NC(C=C)=O)(F)F N-((1r,3r)-3-((3-((4-(trifluoromethyl)phenyl)amino)pyrazin-2-yl)amino)cyclobutyl)acrylamide